tert-butyl N-(2-[[(3-[3,3-dimethyl-1-oxaspiro[4.5]dec-7-en-8-yl]-1-(oxacyclohex-2-yl)-1H-pyrazol-4-yl) methyl] (methyl) amino] ethyl)-N-methylcarbamate CC1(COC2(C1)CC=C(CC2)C2=NN(C=C2CN(CCN(C(OC(C)(C)C)=O)C)C)C2OCCCC2)C